S1C(=NC=C1)N1C(NC(C1)=O)=O (thiazol-2-yl)imidazolidine-2,4-dione